NC1=NC=CC(=C1Cl)B(O)O 2-amino-3-chloro-4-pyridineboronic acid